ClC1=CC=C(C=C1)[C@@H]1OCC(N([C@@H]1C1=CC=C(C=C1)Cl)[C@@H](C(=O)OCC)CCC)=O (R)-ethyl 2-((2S,3R)-2,3-bis(4-chlorophenyl)-5-oxomorpholino)pentanoate